(3-bromo-4-fluorophenyl)-3-(4-((4-hydroxycyclohexyl)amino)-1,2,5-oxadiazol-3-yl)-1,2,4-oxadiazol-5(4H)-one BrC=1C=C(C=CC1F)N1C(=NOC1=O)C1=NON=C1NC1CCC(CC1)O